C12CC(CC(CC1)N2)OC=2C=C1C(=NC=NC1=CC2OC)NC2=C(C(=C(C=C2)OC2=CC=1N(C=C2)N=CN1)C)F 6-((8-Azabicyclo[3.2.1]octan-3-yl)oxy)-N-(4-([1,2,4]triazolo[1,5-a]pyridin-7-yloxy)-2-fluoro-3-methylphenyl)-7-methoxyquinazolin-4-amine